Benzyl (S)-(cyano(cyclopropyl)methyl)carbamate C(#N)[C@H](C1CC1)NC(OCC1=CC=CC=C1)=O